1-(sec-Butyl)-N-((1,2,3,5,6,7-hexahydro-s-indacen-4-yl)carbamoyl)azetidine-3-sulfonamide, potassium salt [K].C(C)(CC)N1CC(C1)S(=O)(=O)NC(NC1=C2CCCC2=CC=2CCCC12)=O